(R)-4-aminochroman-6-carboxylic acid methyl ester COC(=O)C=1C=C2[C@@H](CCOC2=CC1)N